FC1(CCC(CC1)[C@H](NC(=O)C1=NN(C=N1)C(C)C)C1=NC2=C(N1)C=C(C=C2)[C@@H](C)NC(CCC(F)(F)F)=O)F N-[(S)-(4,4-Difluorocyclohexyl)-[6-[(1R)-1-(4,4,4-trifluorobutanoylamino)ethyl]-1H-benzimidazol-2-yl]methyl]-1-isopropyl-1,2,4-triazole-3-carboxamide